N-(3-((5-(3-(2,2-difluoroethyl)-2-methyl-3H-imidazo[4,5-b]pyridin-5-yl)-7H-pyrrolo[2,3-d]pyrimidin-2-yl)amino)-1-methylcyclobutyl)propionamide FC(CN1C(=NC=2C1=NC(=CC2)C2=CNC=1N=C(N=CC12)NC1CC(C1)(C)NC(CC)=O)C)F